FC1=C(C(=C(C=C1C1=NN(C2=C1C=NC(=C2)N2C(COC1(CCC1)C2)C)C)C(F)(F)F)F)O 2,6-Difluoro-3-(1-methyl-6-(7-methyl-5-oxa-8-azaspiro[3.5]nonan-8-yl)-1H-pyrazolo[4,3-c]pyridin-3-yl)-5-(trifluoromethyl)phenol